methyl 6-chloro-3-[4-[[(2S,4R)-4-hydroxy-1-methylpyrrolidin-2-yl]methoxy]anilino]-5-methyl-pyrazine-2-carboxylate ClC1=C(N=C(C(=N1)C(=O)OC)NC1=CC=C(C=C1)OC[C@H]1N(C[C@@H](C1)O)C)C